O\N=C(\N)/C(=O)OCC ethyl [(E)-N'-hydroxycarbamimidoyl]formate